FC(CC1(SC=CC1)S(=O)(=O)[O-])(F)F 2-trifluoroethylthiophene-2-sulfonate